6-[(2R,4S)-4-fluoro-2-[5-fluoro-2-(methylsulfanyl)phenyl]pyrrolidin-1-yl]-N-{1-[(3-hydroxyphenyl)methyl]piperidin-4-yl}imidazo[1,2-b]pyridazine-3-carboxamide F[C@H]1C[C@@H](N(C1)C=1C=CC=2N(N1)C(=CN2)C(=O)NC2CCN(CC2)CC2=CC(=CC=C2)O)C2=C(C=CC(=C2)F)SC